3-(1H-benzo[d]imidazol-2-yl)-5-(4-methoxyphenyl)isoxazole N1C(=NC2=C1C=CC=C2)C2=NOC(=C2)C2=CC=C(C=C2)OC